2-(5-fluoro-7-methylbenzo[d]isoxazol-3-yl)acetic acid FC=1C=C(C2=C(C(=NO2)CC(=O)O)C1)C